4-(1-methyl-4-(quinolin-3-yl)-1H-pyrazolo[3,4-d]pyrimidin-6-yl)piperazine-1-carboxylic acid tert-butyl ester C(C)(C)(C)OC(=O)N1CCN(CC1)C1=NC(=C2C(=N1)N(N=C2)C)C=2C=NC1=CC=CC=C1C2